1-[(3S)-4-[(7S)-2-[[(2S,4S)-4-fluoro-1-methyl-pyrrolidin-2-yl]methoxy]-7-(3-hydroxy-1-naphthyl)-5,6,7,8-tetrahydroquinazolin-4-yl]-3-methylpiperazin-1-yl]prop-2-en-1-one F[C@H]1C[C@H](N(C1)C)COC1=NC=2C[C@H](CCC2C(=N1)N1[C@H](CN(CC1)C(C=C)=O)C)C1=CC(=CC2=CC=CC=C12)O